1-(((3R)-1-((3-cyano-1-azetidinyl)sulfonyl)-3-piperidinyl)carbonyl)-N-(2-fluoro-4-(trifluoromethyl)benzyl)-D-prolinamide C(#N)C1CN(C1)S(=O)(=O)N1C[C@@H](CCC1)C(=O)N1[C@H](CCC1)C(=O)NCC1=C(C=C(C=C1)C(F)(F)F)F